CN1CCN(CC1)C=1C=NC(=CC1)[N+](=O)[O-] 1-Methyl-4-(6-nitropyridin-3-yl)piperazine